tert-butyl (1R,2S,5S)-2-(4-(6-chloro-4-oxo-3,4-dihydro-7H-pyrrolo[2,3-d]pyrimidin-7-yl)phenyl)-8-oxa-3-azabicyclo[3.2.1]octane-3-carboxylate ClC1=CC2=C(N=CNC2=O)N1C1=CC=C(C=C1)[C@H]1[C@H]2CC[C@@H](CN1C(=O)OC(C)(C)C)O2